4-chloro-3-iodo-1H-pyrazolo[3,4-c]pyridine ClC1=C2C(=CN=C1)NN=C2I